trimethyl-methoxymethyl-phosphorus chloride CP(COC)(C)(C)Cl